3-(2-Chloro-5-fluoropyrimidin-4-yl)-6-phenylimidazo[1,2-a]pyridine ClC1=NC=C(C(=N1)C1=CN=C2N1C=C(C=C2)C2=CC=CC=C2)F